C(CCCCCCCCCCCCCCC)OCC(OC(CCCCCCCCCCCCCC)=O)COP(=O)([O-])OCC[N+](C)(C)C 1-hexadecyl-2-pentadecanoyl-glycero-3-phosphocholine